ClC1=C(C=C(C=C1)[C@]1(C(CCCC1)=O)NC([O-])=O)OC(F)(F)F (R)-(1-(4-chloro-3-(trifluoromethoxy)phenyl)-2-oxocyclohexyl)carbamate